6-Iodo-2(3H)-benzofuranone IC1=CC2=C(CC(O2)=O)C=C1